4,7-dimethyl-pyrazolo[3,4-c]isoquinolin-5-one CN1C(C=2C=C(C=CC2C=2C1=NNC2)C)=O